carbonyl chloride ruthenium [Ru].C(=O)(Cl)Cl